NCCCCCC(=O)OCC(=O)[C@]1(CC[C@H]2[C@@H]3CCC4=CC(C=C[C@@]4([C@H]3C(C[C@]12C)=O)C)=O)O 2-((8S,9S,10R,13S,14S,17R)-17-hydroxy-10,13-dimethyl-3,11-dioxo-6,7,8,9,10,11,12,13,14,15,16,17-dodecahydro-3H-cyclopenta[a]phenanthren-17-yl)-2-oxoethyl 6-aminohexanoate